[N+](=O)([O-])C=1C(=C(C#N)C=C(C1)[N+](=O)[O-])C 3,5-dinitro-2-methylbenzonitrile